N[C@@H]1C[C@H](N(C1)C(=O)C=1N=C2N(C=C(C=C2)I)C1)C=1SC=C(N1)C(=O)N[C@H](C(=O)NC)CCCCNC(=N)N 2-((2S,4R)-4-Amino-1-(6-iodoimidazo[1,2-a]pyridin-2-carbonyl)pyrrolidin-2-yl)-N-((S)-6-guanidino-1-(methylamino)-1-oxohexan-2-yl)thiazol-4-carboxamid